(S)-6,7-dichloro-2-(2-hydroxyacetyl)-8-methoxy-1-methyl-1,2,3,5-tetrahydro-4H-pyrrolo[3,4-c]quinolin-4-one ClC1=C(C(=CC=2C3=C(C(NC12)=O)CN([C@H]3C)C(CO)=O)OC)Cl